(3-chloro-5-(trifluoromethyl)pyridin-2-yl)methyl-5-fluoro-8-hydroxy-5,6,7,8-tetra-hydroquinoline-5-carboxamide ClC=1C(=NC=C(C1)C(F)(F)F)CC1=NC=2C(CCC(C2C=C1)(C(=O)N)F)O